N(=[N+]=[N-])C=1C=NC=C(C1)N1CCCC1 3-azido-5-(pyrrolidin-1-yl)pyridine